C(C1CO1)OC[Si](OCC)(OCC)OCC glycidoxymethyltriethoxysilane